BrC=1C=CC=2N(C1)N=NC2C(=O)NC=2C(=NC=C(C2)NC(CN2CC(C2)(C)C)=O)C 6-Bromo-N-(5-(2-(3,3-dimethylazetidin-1-yl)acetamido)-2-methylpyridin-3-yl)-[1,2,3]triazolo[1,5-a]pyridine-3-carboxamide